ClC1=CC(=C(C=C1S(=O)CC(F)(F)F)N1C(C2=CC=CC=C2C1)=O)F 2-(4-chloro-2-fluoro-5-((2,2,2-trifluoroethyl)sulfinyl)phenyl)isoindol-1-one